ClC1=CC=C(S1)C1CN(CC1)C(=O)C1=CC(=NN1)C1=CC=NC=C1 [3-(5-chloro-2-thienyl)pyrrolidin-1-yl]-[3-(4-pyridyl)-1H-pyrazol-5-yl]methanone